FC(CP(O)(=O)CC[C@H]1OC([C@H]([C@H]([C@@H]1O)O)O)OC1=CC=C(C=C1)OC)(F)F 2,2,2-trifluoroethyl-[2-[(2R,3S,4S,5S)-3,4,5-trihydroxy-6-(4-methoxyphenoxy)tetrahydropyran-2-yl]ethyl]phosphinic acid